2-((8,8-bis(((Z)-oct-5-en-1-yl)oxy)octyl)amino)ethan-1-ol C(CCC\C=C/CC)OC(CCCCCCCNCCO)OCCCC\C=C/CC